4-(cyanomethyl)-4-hydroxypiperidine trifluoroacetate FC(C(=O)O)(F)F.C(#N)CC1(CCNCC1)O